[Er+3].C(C1=CC=CC=C1)OC[C@@H](O)[C@@H]1C[C@@H]2[C@@H](OC(O2)(C)C)O1 (R)-2-(benzyloxy)-1-((3aR,5S,6aR)-2,2-dimethyltetrahydrofuro[2,3-d][1,3]Dioxol-5-yl)ethan-1-ol erbium(III)